COC(CC)(S(=O)(=O)O)CC methoxy-1-ethyl-1-propanesulfonic acid